COC1=CC=C2C(=C(NC2=C1)C)C(=C)C1=CC(=C(C(=C1)OC)OC)OC 6-methoxy-2-methyl-3-(1-(3,4,5-trimethoxyphenyl)vinyl)-1H-indole